[1-(3,6-di-tert-butyl-9H-carbazol-9-yl)methyl]phosphonic acid C(C)(C)(C)C=1C=CC=2N(C3=CC=C(C=C3C2C1)C(C)(C)C)CP(O)(O)=O